C1OCC2=CC(=CC=C12)CNC(=O)C1=CC(=NC=C1C)OC[C@H](C)NS(=O)(=O)C(F)(F)F N-(1,3-dihydroisobenzofuran-5-yl-methyl)-5-methyl-2-[(2S)-2-(trifluoromethylsulfonylamino)propoxy]pyridine-4-carboxamide